{[(2,6-difluorophenyl)carbonyl]amino}-N-(4-fluorophenyl)-1H-pyrazole-3-carboxamide C1=CC(=C(C(=C1)F)C(=O)NC2=C(NN=C2)C(=O)NC3=CC=C(C=C3)F)F